C1=CC=CC=2S(C3=CC=CC=C3NC12)(=O)=O phenothiazine 5,5-dioxide